C1(CC1)C1=CC(=C2CN(C(C2=C1)=O)C1=CC(=CC=C1)[C@]([C@H](C1=NN=CN1C)F)(C)F)C(F)(F)F 6-cyclopropyl-2-[3-[(1S,2S)-1,2-difluoro-1-(4-methyl-4H-1,2,4-triazol-3-yl)propan-2-yl]phenyl]-4-(trifluoromethyl)-2,3-dihydro-1H-isoindol-1-one